COC(C1=C(C=CC(=C1)OC1=C(C=CC=C1)F)F)=O 2-fluoro-5-(2-fluorophenoxy)benzoic acid methyl ester